3-(difluoromethyl)-8-[(2S)-2-methylazetidin-1-yl]-6-[1-(1-methylazetidin-3-yl)pyrazol-4-yl]imidazo[1,2-a]pyrazine FC(C1=CN=C2N1C=C(N=C2N2[C@H](CC2)C)C=2C=NN(C2)C2CN(C2)C)F